CN(C(OC1=CC=C2C=CC(OC2=C1)CN1CCNCC1)=O)C (piperazin-1-ylmethyl)-2H-chromen-7-yl dimethylcarbamate